(S)-ethyl 5-chloro-4-(2-((2-cyclopropyl-5-methyl-6-oxo-5,6,7,8-tetrahydrooxazolo[4',5':4,5]benzo[1,2-b][1,4]oxazepin-7-yl) amino) ethyl)-1-(4-fluorobenzyl)-1H-pyrazole-3-carboxylate ClC1=C(C(=NN1CC1=CC=C(C=C1)F)C(=O)OCC)CCN[C@@H]1C(N(C2=C(OC1)C=C1C(=C2)N=C(O1)C1CC1)C)=O